6-benzyl-3-(3-methylbenzyl)-2,3,4,6-tetrahydropyrido[3,4-c][1,8]naphthyridine-5(1H)-one C(C1=CC=CC=C1)N1C(C2=C(C=3C=CC=NC13)CCN(C2)CC2=CC(=CC=C2)C)=O